CC1(CCN2CCC1CC2)NC(=O)NC2(CC2)C2=NC=C(C=C2)C2=CC=CC=C2 1-{4-methyl-1-azabicyclo[3.2.2]non-4-yl}-3-{1-(5-phenylpyridin-2-yl)cyclopropyl}urea